FC(C(=O)O)(F)F.ClC=1C(=C(C=C(C1)C)S(=O)(=O)NC1=C(C=C(C=C1F)C#CC=1C=NC=C(C1)F)F)C 3-chloro-N-(2,6-difluoro-4-((5-fluoropyridin-3-yl)ethynyl)phenyl)-2,5-dimethylbenzenesulfonamide 2,2,2-trifluoroacetate salt